C1=CC(=CC=2OC3=CC=CC=C3SC12)C(=O)NCC(=O)N1CC2(OCCO2)C[C@H]1C(=O)NCC=1SC2=C(C=NC=C2)N1 (S)-7-((phenoxathiine-3-carbonyl)glycyl)-N-(thiazolo[4,5-c]pyridin-2-ylmethyl)-1,4-dioxa-7-azaspiro[4.4]nonane-8-carboxamide